2,6-Di{[(benzyloxy)carbonyl]amino}hexanoic acid C(C1=CC=CC=C1)OC(=O)NC(C(=O)O)CCCCNC(=O)OCC1=CC=CC=C1